phenyl-N-(4-(spiro[benzo[de]anthracene-7,9'-fluorene]-2'-yl)phenyl)dibenzo[b,d]furan-4-amine C1(=CC=CC=C1)C1=CC=C(C=2OC3=C(C21)C=CC=C3)NC3=CC=C(C=C3)C3=CC=2C1(C4=CC=CC=C4C2C=C3)C=3C=CC=CC3C3=C2C(C=CC=C21)=CC=C3